FC1=CC=C(C=C1)C(CNC=1N=CC2=C(N1)CN(CC2)C(=O)N)(C)C 2-{[2-(4-fluorophenyl)-2-methylpropyl]amino}-5,6,7,8-tetrahydropyridino[3,4-d]pyrimidine-7-carboxamide